(2S,4R)-4-(3-[2-(2-hydroxyethoxy)ethoxy]phenylmethoxy)-N,N-dimethylpyrrolidine-2-carbothioamide hydrochloride Cl.OCCOCCOC=1C=C(C=CC1)CO[C@@H]1C[C@H](NC1)C(N(C)C)=S